COC(NCC1=C(C=CC(=C1)C(C)OCC1=CC(=CC=C1)C)Cl)=O (2-chloro-5-[1-(3-methylbenzyloxy)ethyl]Benzyl)carbamic acid methyl ester